N,N-Diethyl-6-[4-[5-[2-(5-hydroxypyridin-3-yl)ethynyl]pyridine-3-carbonyl]piperazin-1-yl]pyridazine-3-carboxamide C(C)N(C(=O)C=1N=NC(=CC1)N1CCN(CC1)C(=O)C=1C=NC=C(C1)C#CC=1C=NC=C(C1)O)CC